CON(C(=O)C1=CC2=C(C=CS2)C=C1)C N-methoxy-N-methylbenzo[d]thiophene-6-carboxamide